2,6-dimethoxy-4-(3,5,7-trihydroxy-4-oxo-4H-chromen-2-yl)phenolate COC1=C(C(=CC(=C1)C=1OC2=CC(=CC(=C2C(C1O)=O)O)O)OC)[O-]